C(C)(C)(C)OC(=O)N(C1=NC=CC(=C1)C=1OC=C(N1)C(=O)NC=1C(=NN(C1)C1=CC=C(C(=O)OC)C=C1)CO)CC(F)(F)F methyl 4-[4-[[2-[2-[tert-butoxycarbonyl(2,2,2-trifluoroethyl)amino]-4-pyridyl] oxazole-4-carbonyl]amino]-3-(hydroxymethyl)pyrazol-1-yl]benzoate